[Se].[In].[Ag].ClC1=NN(C=C1C1=NC=CC(=N1)NC=1N=CC2=C(C=CC(=C2C1)C(C)C)N1CC(C1)N(S(=O)(=O)C)C)C(F)F N-(1-(3-((2-(3-Chloro-1-(difluoromethyl)-1H-pyrazol-4-yl)pyrimidin-4-yl)amino)-5-isopropylisoquinolin-8-yl)azetidin-3-yl)-N-methyl-methanesulfonamide silver-indium-selenium